Thioline S1C=CCC1